methyl (E,4S)-4-(tert-butoxycarbonylamino)-4-cyclopropyl-but-2-enoate C(C)(C)(C)OC(=O)N[C@H](/C=C/C(=O)OC)C1CC1